C(#N)C1=CC(=C(C=C1)N1N=CC(=C1)CCNC(OC(C)(C)C)=O)O tert-Butyl N-[2-[1-(4-cyano-2-hydroxyphenyl)pyrazol-4-yl]ethyl]carbamate